ClC1=CC=C(C=C1)[C@@]12OC3=C([C@@]1([C@@H]([C@@H]([C@H]2C2=CC=CC=C2)C(=O)NS(N(C)C)(=O)=O)O)O)C(=CC(=C3)OC)OC (1R,2R,3S,3aR,8bS)-3a-(4-chlorophenyl)-N-(N,N-dimethylsulfamoyl)-1,8b-dihydroxy-6,8-dimethoxy-3-phenyl-2,3,3a,8b-tetrahydro-1H-cyclopenta[b]benzofuran-2-carboxamide